C(C)(C)(C)OC(=O)NC1=NC=CC(=N1)C1=CC=2C(NC(CC2N1)C(=O)OC)=O methyl 2-{2-[(tert-butoxycarbonyl)amino]pyrimidin-4-yl}-4-oxo-1H,5H,6H,7H-pyrrolo[3,2-c]pyridine-6-carboxylate